BrC1=C(C2=C(N=C(N=C2N)NC2CCN(CC2)C)N=C1C)C 6-bromo-5,7-dimethyl-N2-(1-methylpiperidin-4-yl)pyrido[2,3-d]pyrimidine-2,4-diamine